C(C1=CC=CC=C1)N1[C@H](CN(CC1)CC1CC1)CCNC(=O)O[C@H]1[C@H](N(C[C@@H]1OC(=O)OC(C)(C)C)C(=O)OC(C)(C)C)CC1=CC=C(C=C1)OC tert-butyl (2R,3S,4S)-3-[({2-[(2S)-1-benzyl-4-(cyclopropylmethyl)piperazin-2-yl]ethyl}carbamoyl)oxy]-4-[(tert-butoxycarbonyl)oxy]-2-[(4-methoxyphenyl)methyl]pyrrolidine-1-carboxylate